ClC1=C(C=CC(=C1)OC1=CC(=CC=2C=C(OC21)C)F)C(=O)C2=CNC=1N=CN=C(C12)Cl (2-chloro-4-(5-fluoro-2-methylbenzofuran-7-yl)oxyphenyl)(4-chloro-7H-pyrrolo[2,3-d]pyrimidine-5-yl)methanone